BrCC1=CC=C(COC(CCN(C(OC(C)(C)C)=O)C)C2=CC=CC=C2)C=C1 tert-Butyl (3-((4-(bromomethyl)benzyl)oxy)-3-phenylpropyl)(methyl)carbamate